methyl (S)-2-(2,6-difluoro-4-(((R)-1,1,1-trifluorobutan-2-yl)amino)benzamido)-3-(8-(1-methyl-2,4-dioxo-1,4-dihydropyrido[3,4-d]pyrimidin-3(2H)-yl)imidazo[1,2-a]pyridin-5-yl)propanoate FC1=C(C(=O)N[C@H](C(=O)OC)CC2=CC=C(C=3N2C=CN3)N3C(N(C2=C(C3=O)C=CN=C2)C)=O)C(=CC(=C1)N[C@@H](C(F)(F)F)CC)F